tert-butyl (3R)-3-[(4-chloro-7,8-dihydro-5H-pyrano[3,4-d]pyridazin-1-yl)amino]piperidine-1-carboxylate ClC=1N=NC(=C2C1COCC2)N[C@H]2CN(CCC2)C(=O)OC(C)(C)C